O=C1N(CC(N1)=O)CC#C 2,4-Dioxo-(2-propyn-1-yl)imidazolidin